S1CCC=2C=NC=CC21 dihydrothieno-[3,2-c]Pyridine